Cl.Cl.Cl.N(N)C1=CC2=C(NC(=N2)N(C)C)C=C1 5-Hydrazinyl-N,N-dimethyl-1H-benzo[d]imidazol-2-amine trihydrochloride